CC1=NN=C(N=N1)C1=CC=C(CNC(CCCCCOC2=CC=C(C=C2)/C=C/S(=O)(=O)F)=O)C=C1 (E)-2-(4-((6-((4-(6-methyl-1,2,4,5-tetrazin-3-yl)benzyl)amino)-6-oxohexyl)oxy)phenyl)ethene-1-sulfonyl fluoride